N1(C=NC=C1)CCC(=O)N 3-(1H-imidazole-1-yl)propanamide